3-(1-((2-chloropyridin-4-yl)ethynyl)-3-azabicyclo[3.1.0]hexan-3-yl)-5-fluorobenzonitrile ClC1=NC=CC(=C1)C#CC12CN(CC2C1)C=1C=C(C#N)C=C(C1)F